BrC1=CC(=C(N)C=C1)C1=CCC2(CC2)CC1 4-Bromo-2-(spiro[2.5]oct-5-en-6-yl)aniline